Monoethylenglycol diethyl ether C(C)OCCOCC